6-(aminoethyl)pyridine NCCC1=CC=CC=N1